ClC1=CC=C(N1)C(=O)N1C[C@H](CC1)C(=O)NC1=CC(=C(C=C1)F)C#N (S)-1-(5-chloro-1H-pyrrole-2-carbonyl)-N-(3-cyano-4-fluorophenyl)pyrrolidine-3-carboxamide